C1(=CC=CC=C1)C(N)C1=CC=CC=C1 DIPHENYLMETHANAMINE